3-[4-(2-carboxyethyl)phenyl]benzene C(=O)(O)CCC1=CC=C(C=C1)C=1C=CC=CC1